N[C@@H]1CN(CCC1)C1=CC(=NC=C1C=1C=NN(C1)CC(F)(F)F)NC1=CC=C2C(=N1)N(N=C2C(=O)O)CC2CC2 (S)-6-((4-(3-Aminopiperidin-1-yl)-5-(1-(2,2,2-trifluoroethyl)-1H-pyrazol-4-yl)pyridin-2-yl)amino)-1-(cyclopropylmethyl)-1H-pyrazolo[3,4-b]pyridine-3-carboxylic acid